C(#N)C1=NC2=CC(=CC(=C2N=C1N1CC2(CCCC(C1)C2(F)F)CO)[C@@H](C)NC2=C(C(=O)O)C=CC=C2)C 2-(((1R)-1-(2-cyano-3-(9,9-difluoro-1-(hydroxymethyl)-3-azabicyclo[3.3.1]nonan-3-yl)-7-methylquinoxalin-5-yl)ethyl)amino)benzoic acid